C(C)(C)(C)OC(=O)N1C(CCCC1)C(NC=1SC2=C(N1)C(=CC(=C2)F)F)=O.BrCC=2C=C(C=CC2)C2=NC=C(C=N2)OCC2CCN(CC2)C 2-[3-(bromomethyl)phenyl]-5-{[(1-methyl-hexahydropyridin-4-yl)methyl]oxy}pyrimidine tert-butyl-2-[(4,6-difluoro-1,3-benzothiazol-2-yl)carbamoyl]piperidine-1-carboxylate